3-(2-((1R,4R)-2,5-diazabicyclo[2.2.1]heptan-2-yl)ethyl)-6-propylbenzo[d]thiazol-2(3H)-one dihydrochloride Cl.Cl.[C@H]12N(C[C@H](NC1)C2)CCN2C(SC1=C2C=CC(=C1)CCC)=O